ClC=1N=C(C2=C(N1)CCN(C2=O)C)NC=2N=CC=1CCC3=C(C1C2F)NC2=C3C(NCC2)=O 2-((2-chloro-6-methyl-5-oxo-5,6,7,8-tetrahydropyrido[4,3-d]pyrimidin-4-yl)amino)-1-fluoro-5,6,8,9,10,11-hexahydro-7H-pyrido[3',4':4,5]pyrrolo[2,3-f]isoquinolin-7-one